7-benzyl-1,8-triazacyclodecane-dione C(C1=CC=CC=C1)C1CCNNNC(CCC1=O)=O